5-chloro-N2-(p-tolyl)-N4-(3-(trifluoromethyl)phenyl)pyrimidine-2,4-diamine ClC=1C(=NC(=NC1)NC1=CC=C(C=C1)C)NC1=CC(=CC=C1)C(F)(F)F